[Na].NCC(=O)O Glycin Sodium